N[C@@H]1CN(CC1)C1=C(C=NC=C1C1=NC2=C(N1)C(=CC=C2F)F)C=2C=C(C(=O)N)C=CC2 3-{4-[(3S)-3-Aminopyrrolidin-1-yl]-5-(4,7-difluoro-1H-1,3-benzodiazol-2-yl)pyridin-3-yl}benzamid